NC1=NC=C(C2=C1C=NN2)NC(=O)C(=O)N(CC2=NC=C(C=C2)C)CC2=CC=CC=C2 N-(4-amino-1H-pyrazolo[4,3-c]pyridin-7-yl)-N'-benzyl-N'-[(5-methyl-2-pyridyl)methyl]oxamide